3-(4-chlorophenyl)-1-phenylnaphthalen ClC1=CC=C(C=C1)C=1C=C(C2=CC=CC=C2C1)C1=CC=CC=C1